C(C)OC(=O)C=1NC=C(C1C1=CC=CC=C1)C1=C(C(=CC=C1)OC)F 4-(2-fluoro-3-methoxyphenyl)-3-phenyl-1H-pyrrole-2-carboxylic acid ethyl ester